[2-(o-tolylmethoxy)-4-pyridyl]methanamine C1(=C(C=CC=C1)COC1=NC=CC(=C1)CN)C